O1C=CN2C1=CC=CC2=O 5H-oxazolo[3,2-a]pyridin-5-one